3,5-dibromo-4-(oxan-2-yl)-1,2,4-triazole BrC1=NN=C(N1C1OCCCC1)Br